N,9-diphenyl-N-(9,10-diphenyl-2-anthryl)-9H-carbazol-3-amine C1(=CC=CC=C1)N(C=1C=CC=2N(C3=CC=CC=C3C2C1)C1=CC=CC=C1)C1=CC2=C(C3=CC=CC=C3C(=C2C=C1)C1=CC=CC=C1)C1=CC=CC=C1